C1(=C(C=CC=C1)C1C(CCCC1)=O)C 2-(o-tolyl)cyclohexan-1-one